n-1-(3-((1R,3R)-2-((3-fluorooxetan-3-yl)methyl)-3-methyl-2,3,4,9-tetrahydro-1H-pyrido[3,4-b]indol-1-yl)phenyl)-N-2-(3-fluoropropyl)ethane-1,2-diamine C[C@@H]1CC2=C([C@H](N1CC3(COC3)F)C4=CC(=CC=C4)NCCNCCCF)NC5=CC=CC=C25